5-(difluoromethyl)-3-(6-methylthiopyrimidin-4-yl)pyrazolo[1,5-a]pyrimidin-2-amine FC(C1=NC=2N(C=C1)N=C(C2C2=NC=NC(=C2)SC)N)F